CC1=CC=C(C=C1)S(=O)(=O)N1CC(C1)C(=O)NC(C(=O)O)C 2-(1-(4-methylbenzenesulfonyl)azetidine-3-carboxamido)propionic acid